ClC1=CC2=C(N=N1)N(CCN2C)[C@H]2CN(CCC2)C(=O)OC(C)(C)C Tert-butyl (3R)-3-(3-chloro-5-methyl-6,7-dihydropyrazino[2,3-c]pyridazine-8(5H)-yl)piperidine-1-carboxylate